4-Bromonicotinic acid tert-butyl ester C(C)(C)(C)OC(C1=CN=CC=C1Br)=O